COC(C(CN1C=CC2=C1N=CN=C2C=2C=NN(C2)C(CC=O)C2CCCC2)(C)C)=O (4-(1-(1-cyclopentyl-3-oxopropyl)-1H-pyrazol-4-yl)-7H-pyrrolo[2,3-d]pyrimidin-7-yl)pivalic acid methyl ester